4-oxo-6,8-dihydrofuro[3,4-b]pyrido[2,3-e]pyrazin O=C1CC=NC=2N=C3C(=NC21)COC3